C(C1=CC=CC=C1)NC1=CC=C2CCN(CC2=C1)C(C=C)=O 1-(7-(benzylamino)-3,4-dihydroisoquinolin-2(1H)-yl)prop-2-en-1-one